ClC1=CC=C(C(=N1)C=1C=NN(C1)C)NC(C)C=1C=2C3=C(N(C(C2C=C(C1)C)=O)C)N(N=C3)C3CCN(CC3)C(=O)N(C)C 4-(9-(1-((6-chloro-2-(1-methyl-1H-pyrazol-4-yl)pyridin-3-yl)amino)ethyl)-4,7-dimethyl-5-oxo-4,5-dihydro-3H-pyrazolo[3,4-c]isoquinolin-3-yl)-N,N-dimethylpiperidine-1-carboxamide